O=C(CCOC=1N=CN2C1C(=NC=C2)C(=O)O)CCCCC 3-oxooctyloxyimidazo[1,5-a]Pyrazine-8-carboxylic acid